4-[(4,5-dichloro-2-hydroxyphenyl)[(2-methylpropane-2-sulfinyl)amino]methyl]piperidine-1-carboxamide ClC1=CC(=C(C=C1Cl)C(C1CCN(CC1)C(=O)N)NS(=O)C(C)(C)C)O